1-methyl-2-oxo-4-{4-[4-(trifluoromethoxy)phenoxy]piperidin-1-yl}-1,2-dihydroquinoline-3,6-dicarbonitrile CN1C(C(=C(C2=CC(=CC=C12)C#N)N1CCC(CC1)OC1=CC=C(C=C1)OC(F)(F)F)C#N)=O